Magnesium boron silicate [Si]([O-])([O-])([O-])[O-].[B+3].[Mg+2]